1-mercapto-2-methylcarbonyloxyethane SCCOC(=O)C